C(C)(C)(C)OC(=O)N(CCOCCOCCOCCOCCOCCOCCOS(=O)(=O)C1=CC=C(C=C1)C)C(=O)OC(C)(C)C 2-[2-[2-[2-[2-[2-[2-[bis(tert-butoxycarbonyl)amino]ethoxy] ethoxy]ethoxy]ethoxy]ethoxy]ethoxy]ethyl-4-methylbenzenesulfonate